C(C=C)OC=1C=C(C=CC1)[C@@H]1C[C@@H](CC1)OC[C@@H]1N(CCC[C@@H]1NS(=O)(=O)C)C(=O)OC(C)(C)C tert-butyl (2R,3S)-2-((((1R,3S)-3-(3-(allyloxy)phenyl)cyclopentyl)oxy)methyl)-3-(methylsulfonamido)piperidine-1-carboxylate